4-((2R,4r,6S)-2-cyano-7-((5-cyclopropyl-7-methyl-1H-indol-4-yl)methyl)-7-azaspiro[3.5]nonan-6-yl)-N-(2-azaspiro[3.3]heptan-6-yl)benzamide C(#N)C1CC2(C1)C[C@H](N(CC2)CC2=C1C=CNC1=C(C=C2C2CC2)C)C2=CC=C(C(=O)NC1CC3(CNC3)C1)C=C2